NC1=C(OC=2C3=C(N=CN2)CN(CC3)C3=C(C(NN=C3)=O)Cl)C=CC(=C1)F 5-(4-(2-amino-4-fluorophenoxy)-5,8-dihydropyrido[3,4-d]pyrimidin-7(6H)-yl)-4-chloropyridazin-3(2H)-one